FC(C(=O)O)(F)F.FC(C(=O)O)(F)F.O=C1N(CCC(N1)=O)C1=C2C=NN(C2=CC=C1)C1CCN(CC1)CC1(CCN(CC1)C1=C(C=C(C(=O)O)C=C1)F)O 4-(4-((4-(4-(2,4-dioxotetrahydropyrimidin-1(2H)-yl)-1H-indazol-1-yl)piperidin-1-yl)methyl)-4-hydroxypiperidin-1-yl)-3-fluorobenzoic acid, bis-trifluoroacetic acid salt